N-[(2S)-4-[{(1R)-1-[1-Benzyl-4-(2,5-difluorophenyl)-1H-pyrrol-2-yl]-2,2-dimethylpropyl}(glycoloyl)amino]-2-{[N2-(bromoacetyl)-L-asparaginyl]amino}butanoyl]-beta-alanyl-D-glutamic acid C(C1=CC=CC=C1)N1C(=CC(=C1)C1=C(C=CC(=C1)F)F)[C@@H](C(C)(C)C)N(CC[C@@H](C(=O)NCCC(=O)N[C@H](CCC(=O)O)C(=O)O)NC([C@@H](NC(CBr)=O)CC(N)=O)=O)C(CO)=O